C(C)(C)(C)OC(=O)N1CCN(CC1)CC1=C(OC2(CC2)C(=O)O)C=C(C=C1)Cl 1-(2-((4-(tert-butoxycarbonyl)piperazin-1-yl)methyl)-5-chlorophenoxy)cyclopropane-1-carboxylic acid